(S)-5-((4-((2-hydroxy-1-phenylethyl)amino)-5-(3-(pyridin-3-yl)-1,2,4-oxadiazol-5-yl)pyrimidin-2-yl)amino)-3,3-dimethyl-2-propylisoindolin-1-one OC[C@H](C1=CC=CC=C1)NC1=NC(=NC=C1C1=NC(=NO1)C=1C=NC=CC1)NC=1C=C2C(N(C(C2=CC1)=O)CCC)(C)C